tert-Butyl 3-(2-chloro-4-methoxyphenyl)-6,7-dihydro-1H-pyrazolo[4,3-c]pyridine-5(4H)-carboxylate ClC1=C(C=CC(=C1)OC)C1=NNC2=C1CN(CC2)C(=O)OC(C)(C)C